O=C1NC(CCC1C1=C(C=C(C=C1F)N1CC(C1)N(C([O-])=O)C1CN(C1)C(C)(C)C)F)=O 1-(4-(2,6-dioxopiperidin-3-yl)-3,5-difluorophenyl)azetidin-3-yl(1-(tert-butyl)azetidin-3-yl)carbamate